ClC=1C=C2C(=C(C(NC2=CC1)=O)C1=NNC(C1)C1=CC=C(C=C1)C1=CC=C(C=C1)F)C1=CC=CC=C1 6-chloro-3-[5-[4-(4-fluorophenyl)phenyl]-4,5-dihydro-1H-pyrazol-3-yl]-4-phenyl-1H-quinolin-2-one